Cl.CC=1N=C2N(C=C(C=C2C)C2=CC3=C(N=C(S3)OC3CCNCC3)C(=C2)F)C1 6-(2,8-Dimethylimidazo[1,2-a]pyridin-6-yl)-4-fluoro-2-[(piperidin-4-yl)oxy]-1,3-benzothiazol-Hydrochlorid